5-(2-(5-((4-(3-aminopropyl)-6-fluoro-1H-indol-5-yl)oxy)-2-fluorophenyl)-1H-imidazol-5-yl)-5-(3-iodophenyl)pentanoic acid NCCCC1=C2C=CNC2=CC(=C1OC=1C=CC(=C(C1)C=1NC(=CN1)C(CCCC(=O)O)C1=CC(=CC=C1)I)F)F